(S,Z)-5-(3-(N'-(2-ethyl-4-hydroxyphenyl)carbamimidoyl)-4-((tetrahydrofuran-3-yl)amino)pyrrolo[1,2-b]pyridazin-6-yl)-N-(2-methoxyethyl)-4-methylpicolinamide C(C)C1=C(C=CC(=C1)O)\N=C(/N)\C1=C(C=2N(N=C1)C=C(C2)C=2C(=CC(=NC2)C(=O)NCCOC)C)N[C@@H]2COCC2